8-Chloro-1-[trans-4-(pyridin-2-yloxy)cyclohexyl]-5,6-dihydro-4H-[1,2,4]triazolo[4,3-a][1]benzazepin-5-yl-N,N-dimethylglycinat ClC=1C=CC2=C(CC(CC=3N2C(=NN3)[C@@H]3CC[C@H](CC3)OC3=NC=CC=C3)C(N(C)C)C(=O)[O-])C1